4-((E)-((E)-3-chloro-4-((E)-3-(4-chlorophenyl)acryloyloxy)-5-methoxybenzylidene)amino)benzoic acid ClC=1C=C(\C=N\C2=CC=C(C(=O)O)C=C2)C=C(C1OC(\C=C\C1=CC=C(C=C1)Cl)=O)OC